(6R)-17-amino-6-hydroxy-12-[[2-(trifluoromethoxy)phenyl]methyl]-6,15-bis(trifluoromethyl)-19-oxa-3,4,12,18-tetrazatricyclo[12.3.1.12,5]nonadeca-1(18),2,4,14,16-pentaen-13-one NC1=CC(=C2C(N(CCCCC[C@@](C3=NN=C(C1=N2)O3)(C(F)(F)F)O)CC3=C(C=CC=C3)OC(F)(F)F)=O)C(F)(F)F